[Pd].N1C(C=CC=C1)=O pyridone palladium